ClC=1C2=CN(N=C2C(=C(C1)C1=CC(=C(C=C1)CN(C)C)F)Cl)[C@@H](C(=O)OCC)C1=C2N(C=N1)C[C@@H](C2)F |&1:22| rac-ethyl 2-(4,7-dichloro-6-(4-((dimethylamino)methyl)-3-fluorophenyl)-2H-indazol-2-yl)-2-((R)-6-fluoro-6,7-dihydro-5H-pyrrolo[1,2-c]imidazolyl)acetate